C1CCC2=C(C=3CCCC3C=C12)NC(=O)NS(=O)(=O)\C=C\C1NC2=CC=CC=C2C1 (E)-N-((1,2,3,5,6,7-Hexahydro-s-indacen-4-yl)carbamoyl)-2-(indolin-2-yl)ethen-1-sulfonamid